(1R,2S,3R,5R)-3-[4-Amino-5-(4-benzyl-1,3-thiazol-2-yl)pyrrolo[2,3-d]pyrimidin-7-yl]-5-(pyrrolidin-3-yl)cyclopentane-1,2-diol NC=1C2=C(N=CN1)N(C=C2C=2SC=C(N2)CC2=CC=CC=C2)[C@H]2[C@@H]([C@@H]([C@H](C2)C2CNCC2)O)O